3-(2,6-dichlorophenyl)-4-hydroxymethyl-5-isopropyl-isoxazole ClC1=C(C(=CC=C1)Cl)C1=NOC(=C1CO)C(C)C